C(C)(C)(C)[S@@](=O)\N=C(/C)\C=1C=C(C=CC1)C(C(=O)OCC)(F)F (R,E)-ethyl 2-(3-(1-((tert-butylsulfinyl)imino)ethyl)phenyl)-2,2-difluoroacetate